CC1=NC=CC(=C1)C=1C(=NC(=CC1)C(F)(F)F)N 2'-methyl-6-(trifluoromethyl)-[3,4'-bipyridin]-2-amine